ClC=1C=C2CN(C(C2=CC1CC1=CC=C(C=C1)C=1C=NN(C1)C)=O)[C@H]1[C@@H](CCC1)O |r| rac-5-chloro-2-(trans-2-hydroxycyclopentyl)-6-(4-(1-methyl-1H-pyrazol-4-yl)benzyl)isoindolin-1-one